C(C)(=O)O[C@@H]1[C@H](O[C@@H]([C@H]([C@H]1OC(C)=O)OC(C)=O)SC1=CC=C(C=C1)[N+](=O)[O-])CCP(=O)(OCC)OCC (2R,3R,4S,5S,6R)-2-(2-(diethoxyphosphoryl)ethyl)-6-((4-nitrophenyl)thio)tetrahydro-2H-pyran-3,4,5-triyl triacetate